FC(C=1C=CC(=NC1)OC1CN(CC1)C1=C(C=CC=C1)C1=CC=CC=C1)(F)F (3-(5-(trifluoromethyl)pyridin-2-yloxy)pyrrolidin-1-yl)biphenyl